(S)-tertiary butanesulfinamide C(C)(C)(C)[S@](=O)N